2,4,6-trifluorobenzyl alcohol FC1=C(CO)C(=CC(=C1)F)F